N-(m-toluenesulfonyl)-isoleucine CC1=CC(=CC=C1)S(=O)(=O)N[C@@H]([C@@H](C)CC)C(=O)O